Cl.N[C@H]1CC[C@H](CC1)C(=O)NC1=CC(=C(C=C1)C)OC cis-4-amino-N-(3-methoxy-4-methyl-phenyl)-cyclohexanecarboxamide hydrochloride